Cl.Cl.FC=1C=CC=C2CC3(CCNCC3)[C@@H](C12)N (S)-7-fluoro-1,3-dihydrospiro[indene-2,4'-piperidine]-1-amine dihydrochloride